C(C1=CC=CC=C1)/[N+](=C/C=C/CCCCCC)/[O-] (1Z,2E)-N-benzylnon-2-en-1-imine oxide